4-(2-(4-fluorobenzyl)-2H-tetrazol-5-yl)benzenesulfonamide FC1=CC=C(CN2N=C(N=N2)C2=CC=C(C=C2)S(=O)(=O)N)C=C1